S(=O)(=O)(C)C=1C=C(CC2CC3(CN(C3)C(=O)N3CC4(C3)NC(CC4)=O)C2)C=CC1C(F)(F)F 2-[6-[3-mesyl-4-(trifluoromethyl)benzyl]-2-azaspiro[3.3]heptane-2-carbonyl]-2,5-diazaspiro[3.4]octan-6-one